ClC=1C=C(C=CC1N1C(N(CC1)C)=O)C1=C(C(=CC=C1)B1OC(C(O1)(C)C)(C)C)OC 1-(3-chloro-2'-methoxy-3'-(4,4,5,5-tetramethyl-1,3,2-dioxaborolan-2-yl)-[1,1'-biphenyl]-4-yl)-3-methylimidazolidin-2-one